(5-tert-butoxycarbonylamino-2-methoxy-pyridin-4-yl)-acetic acid C(C)(C)(C)OC(=O)NC=1C(=CC(=NC1)OC)CC(=O)O